ClC=1C=C(C=NC1OC(C)C)C1=NC(=NO1)C1=C2C=CN(C2=CC=C1)CCCC(=O)O 4-[4-[5-(5-chloro-6-propan-2-yloxypyridin-3-yl)-1,2,4-oxadiazol-3-yl]indol-1-yl]butanoic acid